ClC=1SC(=CN1)CN(C1=NC(=CC=C1[N+](=O)[O-])OC)CCO N-(2-chlorothiazol-5-yl)methyl-N-(2-hydroxyethyl)-6-methoxy-3-nitropyridin-2-amine